C(=O)=C1OCCC1CC(C(=O)[O-])=C 2-carbonyl-tetrahydrofuran-3-methacrylate